(3-Chloro-5-((1R)-1-(1-(4-methoxyphenyl)ethylamino)-8-azaspiro[4.5]decan-8-yl)pyrazin-2-yl)(5-(trifluoromethyl)-1H-pyrazol-4-yl)methanone ClC=1C(=NC=C(N1)N1CCC2(CCC[C@H]2NC(C)C2=CC=C(C=C2)OC)CC1)C(=O)C=1C=NNC1C(F)(F)F